N-(5-(2-(2,2-dimethylpyrrolidin-1-yl)acetamido)-2-methylpyridin-3-yl)-2-(1-(1-hydroxy-2-methylpropan-2-yl)-1H-pyrazol-4-yl)pyrazolo[5,1-b]thiazole-7-carboxamide CC1(N(CCC1)CC(=O)NC=1C=C(C(=NC1)C)NC(=O)C=1C=NN2C1SC(=C2)C=2C=NN(C2)C(CO)(C)C)C